C1(CC1)C=1C=2N(N=C(C1)C=1N=C3N(C(C1)=O)C=C(S3)N3CCN(CC3)C(=O)OC(C)(C)C)C=C(N2)C tert-butyl 4-[7-(8-cyclopropyl-2-methyl-imidazo[1,2-b]pyridazin-6-yl)-5-oxo-thiazolo[3,2-a]pyrimidin-2-yl]piperazine-1-carboxylate